[Na+].NC1=CC=C(C=C1)NC(\C=C/C(=O)[O-])=O (2Z)-4-[(4-aminophenyl)amino]-4-oxo-2-butenoic acid sodium salt